pentamethylcyclopentadienyl-(1-neopentyl-6,6-dimethyl-1,5,6,7-tetrahydro-s-indacenyl)hafnium CC1=C(C(=C(C1([Hf]C1(C=CC2=CC=3CC(CC3C=C12)(C)C)CC(C)(C)C)C)C)C)C